BrC1=C(C=CC=C1)C1=NN=C(O1)CO\N=C(\C1=CC=CC=C1)/C1=NN=NN1C (Z)-(1-methyl-1H-tetrazol-5-yl)(phenyl)methanone O-((5-(2-bromophenyl)-1,3,4-oxadiazol-2-yl)methyl) oxime